OC1=NC=C(C(=N1)C)C 2-hydroxy-4,5-dimethylpyrimidine